3-(1-(4-(ethoxymethyl)-4-(2-(thiophen-2-yl)ethyl)piperidin-1-yl)ethyl)-2,6-dimethylpyridine C(C)OCC1(CCN(CC1)C(C)C=1C(=NC(=CC1)C)C)CCC=1SC=CC1